N-(7-(benzyloxy)-6-(1,1-dioxido-4-oxo-1,2,5-thiadiazolidin-2-yl)-5-fluoronaphthalen-2-yl)-2-((trans)-4-(3-(2,6-dioxopiperidin-3-yl)-1-methyl-1H-indazol-6-yl)cyclohexyl)acetamide C(C1=CC=CC=C1)OC1=C(C(=C2C=CC(=CC2=C1)NC(C[C@@H]1CC[C@H](CC1)C1=CC=C2C(=NN(C2=C1)C)C1C(NC(CC1)=O)=O)=O)F)N1S(NC(C1)=O)(=O)=O